CN(C(OC(C)(C)C)=O)CC(NC1=C2C=NN(C2=CC(=C1)N1C=NN=C1)C1OCCCC1)=O tert-butyl methyl(2-oxo-2-((1-(tetrahydro-2H-pyran-2-yl)-6-(4H-1,2,4-triazol-4-yl)-1H-indazol-4-yl)amino)ethyl)carbamate